[Cl-].C(CCCCCCCCCCCCCCC)[P+](C)(C)C hexadecyl-trimethyl-phosphonium chloride salt